O[C@H](C(=O)N1C[C@@H]2[C@H](C1)CC(C2)NC2=C1C(=NC=C2C=2SC(=CN2)/C=C/CC(=O)O)NC=C1)C (E)-4-(2-(4-(((3aR,5R,6aS)-2-((S)-2-hydroxypropanoyl)octahydrocyclopenta[c]-pyrrol-5-yl)amino)-1H-pyrrolo[2,3-b]pyridin-5-yl)thiazol-5-yl)but-3-enoic acid